1-[4-(8-[(5-chloro-6-fluoro-1H-indazol-4-yl)oxy]-2-{[(3S)-1-methylpyrrolidin-3-yl]methoxy}pyrido[3,4-d]pyrimidin-4-yl)piperazin-1-yl]prop-2-en-1-one ClC=1C(=C2C=NNC2=CC1F)OC1=NC=CC2=C1N=C(N=C2N2CCN(CC2)C(C=C)=O)OC[C@@H]2CN(CC2)C